[O-2].[Dy+3].[O-2].[O-2].[Dy+3] dysprosium-oxide